C1(=CC=CC=C1)NC1=CC2=C(N=C(S2)CSC2=CC(=NC=C2)C(F)(F)F)C=C1 N-Phenyl-2-(((2-(trifluoromethyl)pyridin-4-yl)thio)methyl)benzo[d]thiazol-6-amine